(1S,9S)-4-methoxy-17-methyl-5-{2-oxa-6-azaspiro[3.3]heptan-6-yl}-17-azatetracyclo[7.5.3.01,10.02,7]heptadeca-2(7),3,5-triene COC1=CC=2[C@@]34C([C@H](CC2C=C1N1CC2(COC2)C1)N(CC4)C)CCCC3